N-(2,3-dihydroxypropyl)-3-oxo-2-(pyridin-3-yl)-6-[4-(trifluoromethyl)phenyl]-2,3-dihydropyridazine OC(CN1N(C(CC=C1C1=CC=C(C=C1)C(F)(F)F)=O)C=1C=NC=CC1)CO